1-(4-(3-(4-((dimethylamino)methyl)phenyl)-1-tosyl-1H-pyrrolo[2,3-b]pyridin-5-yl)benzyl)piperidin-3-ol CN(C)CC1=CC=C(C=C1)C1=CN(C2=NC=C(C=C21)C2=CC=C(CN1CC(CCC1)O)C=C2)S(=O)(=O)C2=CC=C(C)C=C2